2-amino-2-(1-(difluoromethyl)cyclopropyl)ethan-1-ol HCl salt Cl.NC(CO)C1(CC1)C(F)F